FC=1C=C2C(=CNC2=CC1)CCN1CCC(CC1)(COC)N(C(CC)=O)C1=CC=CC=C1 N-(1-(2-(5-fluoro-1H-indol-3-yl)ethyl)-4-(methoxymethyl)piperidin-4-yl)-N-phenylpropionamide